OCC(C)(C)NC1=NC(=C(C(=O)NC2=CC(=C(C=C2)C)C2=CC=NC=C2)C=C1)N1CCC2(CC2)CC1 6-((1-hydroxy-2-methylpropan-2-yl)amino)-N-(4-methyl-3-(pyridin-4-yl)phenyl)-2-(6-azaspiro[2.5]oct-6-yl)nicotinamide